ClC1=C(C=C2C(=C(CN(C2=N1)C=1C(=NC=NC1C)C(C)C)[N+](=O)[O-])O)F 7-chloro-6-fluoro-4-hydroxy-1-(4-isopropyl-6-methylpyrimidin-5-yl)-3-nitro-1,8-naphthyridine